Br[Si]1(C[Si](C1)(C)C)Br 1,1-dibromo-3,3-dimethyl-1,3-disilacyclobutane